indol-3-one N1=CC(C2=CC=CC=C12)=O